FC(C(=O)OC1=C(C(=CC(=C1F)F)F)F)(F)F (2,3,5,6-tetrafluorophenyl) 2,2,2-trifluoroacetate